Methyl (((9H-Fluoren-9-yl)Methoxy)Carbonyl)-D-Valinate C1=CC=CC=2C3=CC=CC=C3C(C12)COC(=O)N[C@H](C(C)C)C(=O)OC